CC1=CC=NC(=C1)CC 4-methyl-6-ethyl-pyridine